C1(CC1)OC1=C(C=CC=C1)C1=C(C=NC=C1)C1(CC1)NCC=1C=C(C=CC1C)C(CCCNC(=O)NC[C@@H]([C@H]([C@@H]([C@@H](CO)O)O)O)O)C 1-(4-{3-[({1-[4-(2-cyclopropoxyphenyl)pyridin-3-yl]cyclopropyl}amino)methyl]-4-methylphenyl}pentyl)-3-[(2S,3R,4R,5R)-2,3,4,5,6-pentahydroxyhexyl]urea